(4-chloro-2-oxopyridin-1(2H)-yl)-2-methyl-2-(methylsulfonyl)butanoic acid ClC1=CC(N(C=C1)C(C(C(=O)O)(S(=O)(=O)C)C)C)=O